trans-N1-(5-(2,3-dimethyl-3H-imidazo[4,5-b]pyridin-5-yl)pyrrolo[2,1-f][1,2,4]triazin-2-yl)-N3,N3-dimethylcyclobutane-1,3-diamine CC1=NC=2C(=NC(=CC2)C=2C=CN3N=C(N=CC32)N[C@@H]3C[C@H](C3)N(C)C)N1C